tert-butyl 3-((3-amino-5-chlorophenoxy)methyl)pyrrolidine-1-carboxylate NC=1C=C(OCC2CN(CC2)C(=O)OC(C)(C)C)C=C(C1)Cl